N1N=CC(=C1)CCNC1=NCN(C(=C1C)C)C(C)C1=NC(=CC=C1)F 4-((2-(1H-pyrazol-4-yl)ethyl)amino)-N-(1-(6-fluoropyridin-2-yl)ethyl)-5,6-dimethylpyrimidine